5-Methylthio-3-phenyl-1,2,4-thiadiazole CSC1=NC(=NS1)C1=CC=CC=C1